2-(2-(4-(4-(2-chlorophenoxy)piperidin-1-yl)benzoyl)hydrazinyl)-2-oxoethyl acetate C(C)(=O)OCC(=O)NNC(C1=CC=C(C=C1)N1CCC(CC1)OC1=C(C=CC=C1)Cl)=O